COC1=CC=C(C=N1)CN[C@H]1[C@@H](CCCC1)OC=1C=C2CN(C(C2=CC1)=O)C1C(NC(CC1)=O)=O 3-(5-(((1R,2R)-2-(((6-methoxypyridin-3-yl)methyl)amino)cyclohexyl)oxy)-1-oxoisoindolin-2-yl)piperidine-2,6-dione